FC=1C=NC(=NC1)C1=C(C=C(C=N1)N)C(F)(F)F 6-(5-fluoropyrimidin-2-yl)-5-(trifluoromethyl)pyridin-3-amine